ClC1=C(C=C(C=C1)COCC)S(=O)(=O)N 2-chloro-5-(ethoxymethyl)benzene-1-sulfonamide